(S)-2-(5-chloro-4-(4-chlorophenyl)-2-oxo-3-(3,3,3-trifluoro-2-hydroxypropyl)-2,3-dihydro-1H-imidazol-1-yl)acetohydrazide ClC1=C(N(C(N1CC(=O)NN)=O)C[C@@H](C(F)(F)F)O)C1=CC=C(C=C1)Cl